methyl 4-(2-(5-chloro-3-methyl-1H-pyrazol-4-yl)-7-fluoro-4-isopropylquinolin-6-yl)-1-methyl-1H-imidazole-2-carboxylate ClC1=C(C(=NN1)C)C1=NC2=CC(=C(C=C2C(=C1)C(C)C)C=1N=C(N(C1)C)C(=O)OC)F